C(=O)O.NC1CCN(CC1)C(=O)C1CCN(CC1)C(=O)C1=C(C=C(C=C1)NC(=O)C=1N(C(=CN1)C1=C(C(=C(C=C1)OC)F)F)C)Cl N-[4-[4-(4-aminopiperidine-1-carbonyl)piperidine-1-carbonyl]-3-chloro-phenyl]-5-(2,3-difluoro-4-methoxy-phenyl)-1-methyl-imidazole-2-carboxamide formate